C(C=C)C1(COCC1)N 3-allyltetrahydrofuran-3-amine